Cl.ClC=1C(=NC=NC1N1CCNCC1)C 5-chloro-4-methyl-6-(piperazin-1-yl)pyrimidine hydrochloride